C1(CC1)[C@H]([C@@](C(=O)OC(C)(C)C)(C)F)C1=CC(=CC=C1)O tert-butyl (2R,3S)-3-cyclopropyl-2-fluoro-3-(3-hydroxyphenyl)-2-methylpropanoate